C12(CC3CC(CC(C1)C3)C2)NC=2C=C(C(=O)OC(C)(C)C)C=CC2N tert-butyl 3-(1-adamantylamino)-4-aminobenzoate